BrC1=C(C=C(C(=O)N2CC=3N=C(N(C(C3C[C@H]2C)=O)C2=CC=C(C(=O)OC(NC)=O)C=C2)N[C@@H](C)C=C)C=C1)C(F)(F)F (4-((R)-7-(4-bromo-3-(trifluoromethyl)benzoyl)-2-(((S)-but-3-en-2-yl)amino)-6-methyl-4-oxo-5,6,7,8-tetrahydropyrido[3,4-d]pyrimidin-3(4H)-yl)benzoyl)(methyl)carbamate